CN1C=C(C=2C1=NC=C(C2)[N+](=O)[O-])C#CC2=NC=CC=C2 1-methyl-5-nitro-3-(pyridin-2-ylethynyl)-1H-pyrrolo[2,3-b]pyridine